ClC1=C(C(=CC=C1)O)C1=C2C(=NC(=C1C#N)N1CC3(CN(C3)C(C=C)=O)CC1)C[C@@H](OC2)C2=C(N=CS2)C (7R)-4-(2-chloro-6-hydroxyphenyl)-7-(4-methyl-1,3-thiazol-5-yl)-2-(2-(2-propenoyl)-2,6-diazaspiro[3.4]octan-6-yl)-7,8-dihydro-5H-pyrano[4,3-b]pyridine-3-carbonitrile